C(C)(C)(C)OC(N(C)[C@H](C)C=1N=NC(=CC1)Br)=O.ClCC1=CC=CC(=N1)N1CCOCC1 4-(6-(Chloromethyl)pyridin-2-yl)morpholine tert-butyl-(R)-(1-(6-bromopyridazin-3-yl)ethyl)(methyl)carbamate